C(C)(=O)N1CC=2N(C=3C(=C(C=C(C3C2)NC(OC(C)(C)C)=O)Cl)Cl)CC1 tert-butyl N-(2-acetyl-6,7-dichloro-3,4-dihydro-1H-pyrazino[1,2-a]indol-9-yl)carbamate